3-(4-bromophenyl)-5-(2,3-dihydrobenzo[1,4]dioxin-6-yl)-N-phenyl-4,5-dihydro-1h-pyrazole-1-thioamide BrC1=CC=C(C=C1)C1=NN(C(C1)C1=CC2=C(OCCO2)C=C1)C(NC1=CC=CC=C1)=S